4-(4-((tert-butoxycarbonyl)amino)phenyl)bicyclo[2.2.2]octane-1-carboxylic acid C(C)(C)(C)OC(=O)NC1=CC=C(C=C1)C12CCC(CC1)(CC2)C(=O)O